C1=NC=CN2N=C3C(N=C4C=CN=CC4=C3NC=3C=C(C=CC3)NC(C)=O)=C21 N-(3-(pyrazino[1',2':1,5]pyrazolo[4,3-b][1,6]naphthyridin-7-ylamino)phenyl)acetamide